N6-(2-methoxy-4-((4-morpholinopiperidin-1-yl)sulfonyl)phenyl)-N4-methyl-3-(trifluoromethyl)-1H-pyrrolo[2,3-b]pyridine-4,6-diamine COC1=C(C=CC(=C1)S(=O)(=O)N1CCC(CC1)N1CCOCC1)NC=1C=C(C2=C(N1)NC=C2C(F)(F)F)NC